N-[(4S,5S)-3,3-difluoro-1-methyl-5-methyl-4-piperidyl]-6-[3-(4-mesyl-2-anisidino)-1-propynyl]-1-(2,2,2-trifluoroethyl)-1H-benzo[d]imidazole-4-carboxamide FC1(CN(C[C@@H]([C@@H]1NC(=O)C1=CC(=CC=2N(C=NC21)CC(F)(F)F)C#CCNC=2C(OC)=CC=C(C2)S(=O)(=O)C)C)C)F